5-n-propyl-1,3,4-oxadiazole-2-acetic acid ethyl ester C(C)OC(CC=1OC(=NN1)CCC)=O